N-(2-(2-(dimethylamino)ethoxy)-5-((5-methoxy-4-(7-methyl-1H-indol-3-yl)pyrimidin-2-yl)amino)phenyl)acetamide CN(CCOC1=C(C=C(C=C1)NC1=NC=C(C(=N1)C1=CNC2=C(C=CC=C12)C)OC)NC(C)=O)C